(3aS,9bS)-2-(benzo[d][1,3]dioxol-5-ylsulfonyl)-8-hydroxy-5-methyl-1,2,3,3a,5,9b-hexahydro-4H-pyrrolo[3,4-c]quinolin-4-one O1COC2=C1C=CC(=C2)S(=O)(=O)N2C[C@H]1C(N(C=3C=CC(=CC3[C@H]1C2)O)C)=O